N1=C(C=CC2=CC=CC=C12)[C@H](C)[NH-] (S)-N-(1-(quinolin-2-yl)ethyl)-amide